N-tetradecyl-N-acetyl-xylosylamine C(CCCCCCCCCCCCC)N(C(C)=O)C1[C@H](O)[C@@H](O)[C@H](O)CO1